COC=1C=C2CCN3[C@@H](C2=CC1OC)CC(CC3)=O |r| (+-)-9,10-dimethoxy-1,3,4,6,7,11b-hexahydro-2H-pyrido[2,1-a]isoquinolin-2-one